NC(=O)OCC e-urethane